[Cl-].C(CCCCCCC\C=C/CCCCCCCC)(=O)C([N+](C)(C)CCC)C(CCCCCCC\C=C/CCCCCCCC)=O dioleoylpropyl-trimethyl-ammonium chloride